BrC1=C2C=CN(C2=CC(=C1)F)COCC[Si](C)(C)C 4-bromo-6-fluoro-1-((2-(trimethylsilyl)ethoxy)methyl)-1H-indole